2-(7-((2S,5R)-4-(1-(6-(1,1-difluoroethyl)pyridin-3-yl)ethyl)-2,5-diethylpiperazin-1-yl)-4-methyl-5-oxo-4,5-dihydro-2H-pyrazolo[4,3-b]pyridin-2-yl)acetonitrile FC(C)(F)C1=CC=C(C=N1)C(C)N1C[C@@H](N(C[C@H]1CC)C=1C=2C(N(C(C1)=O)C)=CN(N2)CC#N)CC